N-((1s,3s)-3-(6-((1-(2-(1-(2-(2,6-dioxopiperidin-3-yl)-1,3-dioxoisoindolin-5-yl)piperidin-4-yl)ethyl)piperidin-4-yl)amino)-9H-purin-9-yl)cyclobutyl)-6-methylpicolinamide O=C1NC(CC[C@@H]1N1C(C2=CC=C(C=C2C1=O)N1CCC(CC1)CCN1CCC(CC1)NC1=C2N=CN(C2=NC=N1)C1CC(C1)NC(C1=NC(=CC=C1)C)=O)=O)=O